[C].ClC1=C(C=CC=C1)C(C)=O 1-(2-chlorophenyl)ethanone carbon